((3aR,5R,6R,7R,7aR)-5-(aminomethyl)-6,7-dihydroxyhexahydropyrano[3,2-b]pyrrol-1(2H)-yl)-2,2,2-trifluoroethan-1-one NC[C@@H]1[C@@H]([C@@H]([C@H]2N(CC[C@H]2O1)C(C(F)(F)F)=O)O)O